OC1=C(C(=CC(=C1)C(F)(F)F)C)C=1C=CC=2C(N1)=NN(C2)C[C@@H]2CCC(N2)=O (5S)-5-[[6-[2-hydroxy-6-methyl-4-(trifluoromethyl)phenyl]pyrazolo[3,4-b]pyridin-2-yl]methyl]pyrrolidin-2-one